6-bromo-N,N-dimethyl-2-(2-oxoethyl)pyrrolo[3,2-c]pyridine-1-sulfonamide BrC1=CC2=C(C=N1)C=C(N2S(=O)(=O)N(C)C)CC=O